2-(1-methyl-1H-imidazol-5-yl)quinolin CN1C=NC=C1C1=NC2=CC=CC=C2C=C1